1-(4-chlorophenoxy)-3-(trifluoromethyl)benzene ClC1=CC=C(OC2=CC(=CC=C2)C(F)(F)F)C=C1